3-(1,3-oxazol-5-yl)piperidine dihydrochloride Cl.Cl.O1C=NC=C1C1CNCCC1